N=1N=CN(C1)[C@H]1[C@@H](CC1)C=1C=C(N)C=CC1Cl 3-(trans-2-(4H-1,2,4-triazol-4-yl)cyclobutyl)-4-chloroaniline